ClCC[C@@H](O)C=1OC=CC1 (R)-3-chloro-1-(furan-2-yl)propan-1-ol